aluminum magnesium silicate lanthanum [La+3].[Si]([O-])([O-])([O-])[O-].[Mg+2].[Al+3].[Si]([O-])([O-])([O-])[O-]